P(OC1=C(C(=CC=C1)C(C)(C)C)C(C)(C)C)([O-])[O-] (ditertiary butyl phenyl) phosphite